ethyl (Z)-4-((5-(dimethylamino)thiophen-2-yl)methylene)-5-oxo-4,5-dihydroisoxazole-3-carboxylate CN(C1=CC=C(S1)\C=C/1\C(=NOC1=O)C(=O)OCC)C